NCCCOCCOCCOCCCNC(CCC)=O 1-amino-15-oxo-4,7,10-trioxa-14-azaoctadecane